5-[2-(4-Carboxyphenylamino)vinyl]-4-cyano-3-(2-chlorophenyl)isoxazole C(=O)(O)C1=CC=C(C=C1)NC=CC1=C(C(=NO1)C1=C(C=CC=C1)Cl)C#N